N-(4-(bicyclo[3.1.0]hexan-3-yloxy)-3,5-difluorophenyl)-5-(2-fluoroethyl)-2-(pyrrolidin-1-yl)thiazole-4-carboxamide C12CC(CC2C1)OC1=C(C=C(C=C1F)NC(=O)C=1N=C(SC1CCF)N1CCCC1)F